tert-butyl ((3-(2-chloro-3-fluoropyridin-4-yl)-1-methyl-1H-pyrazol-4-yl)methyl)(methyl)carbamate ClC1=NC=CC(=C1F)C1=NN(C=C1CN(C(OC(C)(C)C)=O)C)C